tert-butyl (R)-4-((6-(4-(2-(tert-butoxy)-2-oxoethyl)morpholine-3-carboxamido)pyridazin-3-yl)sulfonyl)piperazine-1-carboxylate C(C)(C)(C)OC(CN1[C@H](COCC1)C(=O)NC1=CC=C(N=N1)S(=O)(=O)N1CCN(CC1)C(=O)OC(C)(C)C)=O